CC1(C=CC=C1)[Pt](C)(C)C (methylcyclopentadienyl)trimethyl-platinum(IV)